C1(=CC(=CC=C1)C[C@@H]1N(CCC[C@@H]1NS(=O)(=O)C)C(=O)NCC)C1=CC=CC=C1 (2S,3S)-2-(biphenyl-3-ylmethyl)-N-ethyl-3-((methylsulfonyl)amino)piperidine-1-carboxamide